NC1=C(C(=NN1C1=CC=C(C=C1)CO)C1=CC=C(C=C1)CNC(C1=C(C=CC=C1)OC)=O)C(=O)N 5-amino-1-[4-(hydroxymethyl)phenyl]-3-[4-[[(2-methoxybenzoyl)amino]methyl]phenyl]pyrazole-4-carboxamide